ClC1=CC=C(C=C1)C=1N=C2N(C=CC=C2)C1CN1CC2COCC(C1)N2C(=O)N2CCCC2 (7-{[2-(4-chlorophenyl)imidazo[1,2-a]pyridin-3-yl]methyl}-3-oxa-7,9-diazabicyclo[3.3.1]non-9-yl)(pyrrolidin-1-yl)methanone